CC1(C2C=CC(C1)C2)C 5,5-dimethyl-bicyclo[2.2.1]hepta-2-ene